S[C@H](C(=O)N[C@@H]1C(N2[C@@H](SCC1)CCCC2)=O)CC2=CC=CC=C2 (4S,7S,10aS)-4-((S)-2-mercapto-3-phenylpropanamido)-5-oxooctahydro-7H-pyrido[2,1-b][1,3]thiazepine